N-Methyl-4-phenylpyrimidin-2-amine CNC1=NC=CC(=N1)C1=CC=CC=C1